CC1(OC(C(O1)F)F)C 2,2-bis(methyl)-4,5-difluoro-1,3-dioxolane